Anti-2-(1-(2-chloro-4-(trifluoromethyl)benzyl)-5-(4-(trifluoromethyl)phenyl)piperidin-3-yl)acetic acid ClC1=C(CN2CC(CC(C2)C2=CC=C(C=C2)C(F)(F)F)CC(=O)O)C=CC(=C1)C(F)(F)F